N-((1R,4R)-4-((R)-2-hydroxy-3-methylbutoxy)cyclohexyl)-2-(1H-imidazol-1-yl)-5H-pyrrolo[3,2-d]pyrimidine-4-carboxamide O[C@@H](COC1CCC(CC1)NC(=O)C=1C2=C(N=C(N1)N1C=NC=C1)C=CN2)C(C)C